2-(bis(3-chloro-4-fluorophenyl)methyl)-5-methyl-4-(methylthio)-1H-imidazole ClC=1C=C(C=CC1F)C(C=1NC(=C(N1)SC)C)C1=CC(=C(C=C1)F)Cl